2-(8-Ethyl-3-(methoxymethoxy)naphthalen-1-yl)-4,4,5,5-tetramethyl-1,3,2-dioxaborinane C(C)C=1C=CC=C2C=C(C=C(C12)B1OCC(C(O1)(C)C)(C)C)OCOC